C(C)C=C(C(=O)N)CCCC ethylbutyl-acrylamide